2-(2,8-diazaspiro[4.5]decan-2-yl)ethan-1-one C1N(CCC12CCNCC2)CC=O